1-(1H-indol-6-yl)-3-(5-(o-tolyl)-1,3,4-thiadiazol-2-yl)urea N1C=CC2=CC=C(C=C12)NC(=O)NC=1SC(=NN1)C1=C(C=CC=C1)C